FC(C(=O)O)(F)F.FC(C(=O)O)(F)F.FC1=C(C(=O)NC2=CC(=C(C=C2)C=2CCNCC2)C)C(=CC(=C1)C=1CCNCC1)F 2,6-difluoro-N-(3-methyl-4-(1,2,3,6-tetrahydropyridin-4-yl)phenyl)-4-(1,2,3,6-tetrahydropyridin-4-yl)benzamide bistrifluoroacetic acid salt